cyclohexyl-BenzothiazoleSulfinamide C1(CCCCC1)C1=CC=CC2=C1N=C(S2)S(=O)N